1,3-bis(pyridin-2-yl)-5-(4-ethylphenyl)benzene N1=C(C=CC=C1)C1=CC(=CC(=C1)C1=CC=C(C=C1)CC)C1=NC=CC=C1